C(C)C1=C(C=C(C(=C1)O)F)C1=CC(=C2C(=NNC2=C1)C=1NC2=C(CN(CC2)C(CN(C2COC2)C)=O)N1)F 1-[2-[6-(2-ethyl-5-fluoro-4-hydroxy-phenyl)-4-fluoro-1H-indazol-3-yl]-1,4,6,7-tetrahydroimidazo[4,5-c]pyridin-5-yl]-2-[methyl-(oxetan-3-yl)amino]ethanone